C1(=CC=CC=C1)C1=NC=CC(=C1)NC1=NC(=NC(=N1)NC(C(F)(F)F)C)C1=NC(=CC=C1)C(F)(F)F N2-(2-phenylpyridin-4-yl)-6-(6-(trifluoromethyl)pyridin-2-yl)-N4-(1,1,1-trifluoropropan-2-yl)-1,3,5-triazine-2,4-diamine